SC1=NNC(S1)=S 5-Mercapto-1,3,4-Thiadiazole-2(3H)-thione